C1(=CC=CC=C1)C1=NC2=C(C=3C(C(=C2N=C1C1=CC=CC=C1)C1=CC=C(N(C2=CC=CC=C2)C2=CC=CC=C2)C=C1)=NSN3)C3=CC=C(N(C1=CC=CC=C1)C1=CC=CC=C1)C=C3 4,4'-(6,7-diphenyl-[1,2,5]thiadiazolo[3,4-g]quinoxaline-4,9-diyl)bis(N,N-diphenylaniline)